eicosane-1,3-diol C(CC(CCCCCCCCCCCCCCCCC)O)O